(4e,6z)-1-chloro-4,6-undecadiene ClCCC\C=C\C=C/CCCC